3-cyanopropyl 1-(2-(1-(6-methoxy-3,4-dihydro-2H-benzo[b][1,4]oxazin-7-yl)-6-(pyrazolo[1,5-a]pyrimidin-3-yl)-1H-pyrazolo[4,3-c]pyridine-3-carboxamido)ethyl)piperidine-4-carboxylate COC1=CC2=C(OCCN2)C=C1N1N=C(C=2C=NC(=CC21)C=2C=NN1C2N=CC=C1)C(=O)NCCN1CCC(CC1)C(=O)OCCCC#N